2-{[(2S)-1-(2-Formylbenzoyl)piperidin-2-yl]methoxy}-6-hydroxybenzaldehyd C(=O)C1=C(C(=O)N2[C@@H](CCCC2)COC2=C(C=O)C(=CC=C2)O)C=CC=C1